2-ketogluconic acid C([C@H]([C@H]([C@@H](C(=O)C(=O)O)O)O)O)O